BrC1=C2C=CNC2=CC(=C1OC=1C=CC(=C(C1)C(CC)=O)F)F 1-(5-((4-Bromo-6-fluoro-1H-indol-5-yl)oxy)-2-fluorophenyl)propan-1-one